benzoic acid 2-hydroxy-2-hexyl ester OC(C)(CCCC)OC(C1=CC=CC=C1)=O